FC1=C(OC=2C=CC(=NC2)NC(C(C)N2CC(C(CC2)(F)F)C=2C=[N+](C=C(C2)C(C(F)(F)F)O)[O-])=O)C=CC(=C1)F 3-(1-(1-((5-(2,4-difluorophenoxy)pyridin-2-yl)amino)-1-oxopropan-2-yl)-4,4-difluoropiperidin-3-yl)-5-(2,2,2-trifluoro-1-hydroxyethyl)pyridine 1-oxide